C(C1=CC=CC=C1)N1C(C2=CC(=C(C(=C2CC1)Cl)C(=O)O)Cl)=O 2-benzyl-5,7-dichloro-1-oxo-3,4-dihydroisoquinoline-6-carboxylic acid